1,2,3,4,5,6-hexa-O-acetyl-D-galactitol C(C)(=O)OC[C@H](OC(C)=O)[C@@H](OC(C)=O)[C@@H](OC(C)=O)[C@H](OC(C)=O)COC(C)=O